C(C)(C)(C)C1=CC=C(C=C1)N(C(=O)[C@@H]1N(C[C@@H](C1)OC)C(=O)OC(C)(C)C)C(C(=O)NC1CCC(CC1)(F)F)(C1=NC=CN=C1)C tert-butyl (2R,4R)-2-[(4-tert-butylphenyl)-[2-[(4,4-difluorocyclohexyl)amino]-1-methyl-2-oxo-1-pyrazin-2-yl-ethyl]carbamoyl]-4-methoxy-pyrrolidine-1-carboxylate